(S)-2-(4-Benzoyl-5-methyl-oxazol-2-yl)-pyrrolidin C(C1=CC=CC=C1)(=O)C=1N=C(OC1C)[C@H]1NCCC1